C(C)(=O)C1=C(C=C(C=C1)Cl)C=1C(=NN(C(C1)=O)C(C)CC1=CC=CC=C1)OC 2-(4-(2-acetyl-5-chlorophenyl)-3-methoxy-6-oxopyridazin-1(6H)-yl)-3-phenylpropane